3-Amino-7-bromo-6-methoxy-1-(2-methylpyridin-3-yl)quinoxaline-2(1H)-on NC=1C(N(C2=CC(=C(C=C2N1)OC)Br)C=1C(=NC=CC1)C)=O